COC1=CC=C(C=C1)NC1(C(C=CC=C1)C)C1=CC=C(C=C1)[N+](=O)[O-] N-(4-methoxyphenyl)-1-(4-nitrophenyl)toluidine